C1CC12CN(CC2)C2=CN=CC(=N2)C=2N=NN(C2)C2(COC2)C2=CC=C(C=N2)N2C[C@@H](CCC2)N(C(OC(C)(C)C)=O)CC2CC2 tert-butyl (R)-(1-(6-(3-(4-(6-(5-azaspiro[2.4]heptan-5-yl)pyrazin-2-yl)-1H-1,2,3-triazol-1-yl)oxetan-3-yl) pyridin-3-yl)piperidin-3-yl)(cyclopropylmethyl)carbamate